FC1=CC(=NC=C1)SC1=NC=CC=C1CC1=CC=CC=C1 p-fluorobenzylthiodipyridine